2,5-dibromo-p-xylene CC1=CC(=C(C=C1Br)C)Br